C(C)(C)(C)OC(=O)N1CCN(CC1)CC1=CC(=NO1)C1=C(C=CC(=C1)CCC)OC 4-((3-(2-methoxy-5-propylphenyl)isoOxazol-5-yl)methyl)piperazine-1-carboxylic acid tert-butyl ester